C1(CCCC1)CS(=O)(=O)N1CC2=C(CC1)N=C(S2)N2C1CN(CC2CC1)C(=O)OCC1=CC=CC=C1 benzyl 8-(5-((cyclopentylmethyl)sulfonyl)-4,5,6,7-tetrahydrothiazolo[5,4-c]pyridin-2-yl)-3,8-diazabicyclo[3.2.1]octane-3-carboxylate